C1(CCCCC1)C(CO)C 2-cyclohexylpropanol